rac-Ethyl 4-(pyrrolidin-3-yl)benzoate N1C[C@H](CC1)C1=CC=C(C(=O)OCC)C=C1 |r|